[2-(methacrylamido)ethyl]trimethylammonium dihydrogen phosphate P(=O)(O)(O)[O-].C(C(=C)C)(=O)NCC[N+](C)(C)C